N-(2-methyl-5-(2-(2-morpholinopyridin-4-yl)-1H-pyrrolo[2,3-b]pyridin-3-yl)phenyl)acrylamide CC1=C(C=C(C=C1)C1=C(NC2=NC=CC=C21)C2=CC(=NC=C2)N2CCOCC2)NC(C=C)=O